O1CCC12CN(C2)S(=O)(=O)C=2C=C(C(=O)N1CC3(C4=CC(=CC=C14)NS(=O)(=O)CC)CCC1(CC3)CC1)C=CC2 N-(1''-(3-((1-oxa-6-azaspiro[3.3]heptan-6-yl)sulfonyl)benzoyl)dispiro[cyclopropane-1,1'-cyclohexane-4',3''-indolin]-5''-yl)ethanesulfonamide